C(#C)C1=NC2=CC=C(C=C2C(=N1)N1CCC(CC1)C1=C(C=CC=C1)OC)N(CCO)C 2-({2-Ethynyl-4-[4-(2-methoxy-phenyl)-piperidin-1-yl]-quinazolin-6-yl}-methyl-amino)-ethanol